CC1=CC=C(C=C1)C(CBr)=O 4'-methyl-bromoacetophenone